FC(C1=CC=C(OC2CCN(CC2)S(=O)(=O)C2=CC=C(C=C2)C2(COC2)O)C=C1)(F)F 3-(4-((4-(4-(trifluoromethyl)phenoxy)piperidin-1-yl)sulfonyl)phenyl)oxetan-3-ol